Cl.BrC1=C(C=CC(=N1)NC(=O)[C@H]1N[C@@H]2C[C@@H]2C1)F (1R,3S,5R)-N-(6-bromo-5-fluoropyridin-2-yl)-2-azabicyclo[3.1.0]Hexane-3-carboxamide hydrochloride